(S)-3-(2-chloro-5-fluorophenyl)-N-(7-(3-hydroxy-3-methylbut-1-yn-1-yl)-5-methyl-4-Oxo-2,3,4,5-tetrahydrobenzo[b][1,4]oxazepine-3-yl)imidazo[2,1-b]thiazole-6-carboxamide ClC1=C(C=C(C=C1)F)C=1N2C(SC1)=NC(=C2)C(=O)N[C@@H]2C(N(C1=C(OC2)C=CC(=C1)C#CC(C)(C)O)C)=O